[P].[P].C(C)(C)(C)C1=C(C=CC(=C1)C(C)(C)C)C(O)(C(CO)(CO)CO)C1=C(C=C(C=C1)C(C)(C)C)C(C)(C)C bis(2,4-di-tert-butylphenyl)pentaerythritol diPhosphorus